N-(4-(1,4-Dioxa-8-azaspiro[4.5]decan-8-yl)phenyl)-4-((4-methoxycyclohexyl)amino)-2-oxo-1,2-dihydropyridine-3-carboxamide O1CCOC12CCN(CC2)C2=CC=C(C=C2)NC(=O)C=2C(NC=CC2NC2CCC(CC2)OC)=O